COC1=CC=C(C=C1)C=C 1-(4-(methoxy)phenyl)ethylene